(3Z)-12,12-dipentoxy-3-dodecen-1-ol C(CCCC)OC(CCCCCCC\C=C/CCO)OCCCCC